tert-butyl (2S)-4,4-difluoro-2-formyl-pyrrolidine-1-carboxylate FC1(C[C@H](N(C1)C(=O)OC(C)(C)C)C=O)F